O=C1N(CCC(N1)=O)C1=NN(C2=C(C(=CC=C12)N1CCN(CC1)CC1CCN(CC1)C(=O)OCC(=O)O)F)C 2-[4-[[4-[3-(2,4-dioxohexahydropyrimidin-1-yl)-7-fluoro-1-methyl-indazol-6-yl]piperazin-1-yl]methyl]piperidine-1-carbonyl]oxyacetic acid